7-fluoro-6-methoxy-4-(6-(4-(4-methylpiperazin-1-yl)piperidin-1-yl)pyrazolo[1,5-a]pyrimidin-3-yl)quinoline trichloride [Cl-].[Cl-].[Cl-].FC1=C(C=C2C(=CC=NC2=C1)C=1C=NN2C1N=CC(=C2)N2CCC(CC2)N2CCN(CC2)C)OC